1-(6,7-dihydro-5H-benzo[6,7]cyclohepta[1,2-c]pyridazin-3-yl)-N3-((7S)-7-(butyl(but-2-enyl)amino)-6,7,8,9-tetrahydro-5H-benzo[7]annulene-2-yl)-1H-1,2,4-triazole-3,5-diamine N1=NC(=CC2=C1C1=C(CCC2)C=CC=C1)N1N=C(N=C1N)NC=1C=CC2=C(CC[C@H](CC2)N(CC=CC)CCCC)C1